6-bromo-3-methyl-2-(1-methyl-4-piperidyl)indazole BrC=1C=CC2=C(N(N=C2C1)C1CCN(CC1)C)C